5,6-diphenylpyrimidine-4-carboxylic acid methyl ester COC(=O)C1=NC=NC(=C1C1=CC=CC=C1)C1=CC=CC=C1